COC(COC1=C(C=CC=C1)OCC(=O)OC)=O 2,2'-(1,2-phenylenebis(oxy))diacetic acid dimethyl ester